(3R)-2'-{6-amino-5-[(1R)-1-(4-fluorophenyl)ethoxy]pyridin-3-yl}-N-(propan-2-yl)-5',6'-dihydrospiro[pyrrolidine-3,4'-pyrrolo[1,2-b]pyrazole]-1-carboxamide NC1=C(C=C(C=N1)C=1C=C2N(N1)CC[C@]21CN(CC1)C(=O)NC(C)C)O[C@H](C)C1=CC=C(C=C1)F